tris-(2,4-di-t-butylphenyl)phosphit C(C)(C)(C)C1=C(C=CC(=C1)C(C)(C)C)OP(OC1=C(C=C(C=C1)C(C)(C)C)C(C)(C)C)OC1=C(C=C(C=C1)C(C)(C)C)C(C)(C)C